CN1N=CC=2N=C(N=C(C21)C=2C=C(C(=O)N)C=CC2)N2[C@H](CC2)C (S)-3-(1-methyl-5-(2-methylazetidin-1-yl)-1H-pyrazolo[4,3-d]pyrimidin-7-yl)benzamide